N-[(1R)-1-(4-tert-butylphenyl)ethyl]-1-[5-(pyridin-4-yl)-1H-pyrazole-3-carbonyl]piperidine-4-carboxamide C(C)(C)(C)C1=CC=C(C=C1)[C@@H](C)NC(=O)C1CCN(CC1)C(=O)C1=NNC(=C1)C1=CC=NC=C1